N[C@@H](CCC(=O)O)C(=O)NC=1C=C2C(=C(NC2=CC1)C1=CC(=C(C=C1)OC)OC)C(C)C (S)-4-amino-5-((2-(3,4-dimethoxyphenyl)-3-isopropyl-1H-indol-5-yl)amino)-5-oxopentanoic acid